(RS)-5-chloro-N-(1,3-dihydro-1,1,3-trimethyl-isobenzofuran-4-yl)-1,3-dimethylpyrazole-4-carboxamide ClC1=C(C(=NN1C)C)C(=O)NC1=C2[C@H](OC(C2=CC=C1)(C)C)C |r|